methyl 4-amino-3-chloro-5-fluoro-6-[7-fluoro-1-(methoxyacetyl)-1H-indol-6-yl]pyridin-2-carboxylate NC1=C(C(=NC(=C1F)C1=CC=C2C=CN(C2=C1F)C(COC)=O)C(=O)OC)Cl